ketoamine hydrochloride Cl.O=N